C1CCC/C(=C\CCC1)/C/2=C/CCCCCCC2 Bicyclononene